I.C(#N)C(C(=O)O)=C 2-cyanoacrylic acid hydroiodic acid salt